1,2-bis(trimethoxysilyl)decan CO[Si](CC(CCCCCCCC)[Si](OC)(OC)OC)(OC)OC